1-Methoxy-4-[1-(trifluoromethyl)cyclopropyl]benzene COC1=CC=C(C=C1)C1(CC1)C(F)(F)F